O1CCCC2=CC(=CC=C12)C1=C(NC2=NC=C3C(=C21)N(C(N3C)=O)C(C)C)C=3C=NN(C3)CC(C)(C)O 8-(chroman-6-yl)-7-(1-(2-hydroxy-2-methylpropyl)-1H-pyrazol-4-yl)-1-isopropyl-3-methyl-3,6-dihydroimidazo[4,5-d]pyrrolo[2,3-b]pyridin-2(1H)-one